N-(2-(5-azaspiro[3.4]octan-5-yl)ethyl)-5-((6-((1-(2-methoxyethyl)-1H-pyrazol-4-yl)amino)-1-methyl-1H-pyrazolo[3,4-d]pyrimidin-3-yl)amino)-6-methylnicotinamide C1CCC12N(CCC2)CCNC(C2=CN=C(C(=C2)NC2=NN(C1=NC(=NC=C12)NC=1C=NN(C1)CCOC)C)C)=O